CC(CCC(=O)O)(CCCC)C 4,4-dimethyloctanoic acid